2-(3-fluoro-4-(trifluoromethyl)phenyl)acetic acid FC=1C=C(C=CC1C(F)(F)F)CC(=O)O